(1R,2R,5R)-5-((2-(tert-butylamino)-5-(1H-1,2,4-triazol-1-yl)pyrimidin-4-yl)amino)-2-methylcyclohexan-1-ol C(C)(C)(C)NC1=NC=C(C(=N1)N[C@@H]1CC[C@H]([C@@H](C1)O)C)N1N=CN=C1